N-((R)-1-(3-(difluoromethyl)-2-fluorophenyl)ethyl)-2-methyl-6-(((S)-tetrahydrofurane-3-yl)oxy)-8,9-dihydrofuro[2,3-h]quinazolin-4-amine FC(C=1C(=C(C=CC1)[C@@H](C)NC1=NC(=NC2=C3C(=C(C=C12)O[C@@H]1COCC1)OCC3)C)F)F